7-chloro-4-(1-carboxy-4-diethylamino-1-butylamino)quinoline ethyl-5-(4-iodobenzyl)-1-(4-methoxybenzyl)-1H-1,2,3-triazole-4-carboxylate C(C)OC(=O)C=1N=NN(C1CC1=CC=C(C=C1)I)CC1=CC=C(C=C1)OC.ClC1=CC=C2C(=CC=NC2=C1)NC(CCCN(CC)CC)C(=O)O